CC1(C(CCC(C1)=O)NC=1C=CC2=C(N=C(S2)C#N)C1)C 5-[(2,2-Dimethyl-4-oxo-cyclohexyl)amino]-1,3-benzothiazole-2-carbonitrile